aniline nitrate [N+](=O)(O)[O-].NC1=CC=CC=C1